tert-butyl 8-hydroxy-1,2,4,5-tetrahydro-3H-benzo[4,5]thieno[2,3-d]azepine-3-carboxylate OC1=CC2=C(C3=C(CCN(CC3)C(=O)OC(C)(C)C)S2)C=C1